exo-cis-5-norbornenediol C12(C(CC(C=C1)C2)O)O